(Z)-3-(2-chlorophenyl)-2-((cyclohexylthio)methyl)acrylic acid ClC1=C(C=CC=C1)\C=C(\C(=O)O)/CSC1CCCCC1